C(#N)C1=CC(=CN(C1=O)C)C1=C(C=NC(=C1)C)C(=O)NC=1SC2=NC(=CC=C2N1)C1=CC=C(C=C1)C#N 5-cyano-N-(5-(4-cyanophenyl)thiazolo[5,4-b]pyridin-2-yl)-1,6'-dimethyl-6-oxo-1,6-dihydro-[3,4'-bipyridine]-3'-carboxamide